2,7-dimethyl-3-phenyl-8-hydropyrazolo[1,5-a]pyrimidine-5-carboxylic acid CC1=CC(=NC2=C(C(=NN12)C)C3=CC=CC=C3)C(=O)O